C(C1=CC=CC=C1)NC(C(CC)OC1=CC(=C(C=C1)F)C(F)(F)F)=O N-benzyl-2-(4-fluoro-3-trifluoromethylphenoxy)-butanoic amide